ClC=1C=C(C=CC1OC(C)C)C=1C=C2CC(C(C2=CC1)NC(O[C@@H]1CN2CCC1CC2)=O)(C)C (S)-quinuclidin-3-yl (5-(3-chloro-4-isopropoxyphenyl)-2,2-dimethyl-2,3-dihydro-1H-inden-1-yl)carbamat